(R)-2-amino-3-[(7-isopropylthieno[3,2-b]pyridine-2-carbonyl)amino]propionic acid N[C@@H](C(=O)O)CNC(=O)C1=CC2=NC=CC(=C2S1)C(C)C